trans-(1R,2R)-2-aminocyclopentanol N[C@H]1[C@@H](CCC1)O